C(CC)C=1C=C(C(=O)C=2C=C3C(=CNC3=CC2)C2CCN(CC2)C(C)CCC)C=CC1 5-(3-propylbenzoyl)-3-(1-(2-pentyl)piperidin-4-yl)-1H-indole